NCC(CN1N=CN(C1=O)C1=NC=C(C=C1C)C1=CC(=CC=C1)C1=NNC=C1)=C(F)F 2-[2-(aminomethyl)-3,3-difluoro-allyl]-4-[3-methyl-5-[3-(1H-pyrazol-3-yl)phenyl]-2-pyridyl]-1,2,4-triazol-3-one